3-[6-bromo-3-(6-fluoro-5-methyl-3-pyridinyl)-2,4-dioxo-thieno[3,2-d]pyrimidin-1-yl]propionitrile BrC1=CC=2N(C(N(C(C2S1)=O)C=1C=NC(=C(C1)C)F)=O)CCC#N